CC1=C(C=CC=C1)C1=CC(=NC(=N1)N)N 6-(2-methylphenyl)-2,4-diaminopyrimidine